C1(=CC=CC=C1)C=1OC(=CN1)C1(CC1)C=1NC(C=2CNCCCC2N1)=O 2-(1-(2-phenyloxazol-5-yl)cyclopropyl)-6,7,8,9-tetrahydro-3H-pyrimido[5,4-c]azepin-4(5H)-one